tert-butyl (E)-3-((3-butyl-2-methyl-7-(methylthio)-1,1-dioxido-5-phenyl-2,3,4,5-tetrahydropyrido[3,2-f][1,2,5]thiadiazepin-8-yl)oxy)acrylate C(CCC)C1N(S(C2=C(N(C1)C1=CC=CC=C1)C=C(C(=N2)O/C=C/C(=O)OC(C)(C)C)SC)(=O)=O)C